C(C)C1=C(C(=CC=C1)CC)N1C(C2=CC=CC=C2CC1=O)=O 2-(2,6-Diethylphenyl)-1,2,3,4-tetrahydroisoquinoline-1,3-dione